p-(3-chloropropionamido)-L-phenylalanine ClCCC(=O)NC1=CC=C(C[C@H](N)C(=O)O)C=C1